ClC=1C=CC(=C(C(=O)OC)C1)NC(NCC(=O)OC)=O methyl 5-chloro-2-{[(2-methoxy-2-oxoethyl)carbamoyl]amino}benzoate